CNC1=NC2=CC(=CC=C2C=C1)CCC1CCC(C1O)O 5-{2-[2-(methylamino)quinolin-7-yl]Ethyl}cyclopentane-1,2-diol